4-(4-sulfamoylbenzyl)-1H-pyrazole S(N)(=O)(=O)C1=CC=C(CC=2C=NNC2)C=C1